C(C)(C)(C)OC(=O)N1CC(CCC1)C(=O)C1=CC2=CC=CC=C2C(=C1)C(N)=O 3-(4-carbamoylnaphthalene-2-carbonyl)piperidine-1-carboxylic acid tert-butyl ester